5-bromo-2-methyl-1H-benzo[d]Imidazole-1-carboxylic acid tert-butyl ester C(C)(C)(C)OC(=O)N1C(=NC2=C1C=CC(=C2)Br)C